4-(benzyloxy)-7-isopropyl-11-oxo-7,11-dihydro-6H-furo[2,3-H]pyrido[2,1-a]isoquinoline-10-carboxylic acid ethyl ester C(C)OC(=O)C=1C(C=C2N(C(CC=3C=C(C4=C(C23)C=CO4)OCC4=CC=CC=C4)C(C)C)C1)=O